5-(2-((S)-1-(tert-butoxycarbonyl)pyrrolidin-2-yl)-3-(ethoxycarbonyl)-6-(4-fluorophenethyl)-5-nitro-1,4-dihydropyridin-4-yl)thiophene-2-carboxylic acid C(C)(C)(C)OC(=O)N1[C@@H](CCC1)C=1NC(=C(C(C1C(=O)OCC)C1=CC=C(S1)C(=O)O)[N+](=O)[O-])CCC1=CC=C(C=C1)F